ClC=1N=CC2=C(N1)SC(=C2)C2=CC(=CC(=C2)OC)OC 2-chloro-6-(3,5-dimethoxyphenyl)thieno[2,3-d]Pyrimidine